(R)-2-hydroxymethyl-piperazine OC[C@@H]1NCCNC1